OC1(CC(C1)N1C=NC2=C1C(=CC(=C2)OCCN2CCC1(CC2)C(NC2=CC=C(C=C21)C#N)=O)C(F)(F)F)C 1'-(2-((1-((cis)-3-hydroxy-3-methylcyclobutyl)-7-(trifluoromethyl)-1H-benzo[d]imidazol-5-yl)oxy)ethyl)-2-oxospiro[indoline-3,4'-piperidine]-5-carbonitrile